C1(CCC1)COC=1C=C(C=CC1OC)C(CN1C(=CC(C=C1C)=O)C)=O 1-(2-(3-cyclobutylmethoxy-4-methoxyphenyl)-2-oxoethyl)-2,6-dimethylpyridin-4(1H)-one